C(C=C)NC1=CC=C(C=C1)OC1=CC=CC=C1 N-allyl-4-phenoxyaniline